NCC(O)C1=CN=C(S1)C1=C(C=C(C#N)C=C1)OC=1N(N=C(C1)C1CCC1)C 4-[5-(2-amino-1-hydroxyethyl)-1,3-thiazol-2-yl]-3-(5-cyclobutyl-2-methylpyrazol-3-yl)oxybenzonitrile